(S)-2-amino-4-(2-methoxypropoxy)phenol NC1=C(C=CC(=C1)OC[C@H](C)OC)O